3-(2-(2-Chlorophenoxy)acetamido)-4-(4-ethylpiperazin-1-yl)benzoic acid methyl ester COC(C1=CC(=C(C=C1)N1CCN(CC1)CC)NC(COC1=C(C=CC=C1)Cl)=O)=O